NCC1=NNC(C2=CC=C(C=C12)C1(CC1)C(=O)N([C@@H]1CCCC=2C=CC=NC12)CC1=NC=C(C=C1)C1=C(C=CC=C1F)F)=O (R)-1-(4-(aminomethyl)-1-oxo-1,2-dihydrophthalazin-6-yl)-N-((5-(2,6-difluorophenyl)pyridin-2-yl)methyl)-N-(5,6,7,8-tetrahydroquinolin-8-yl)cyclopropane-1-carboxamide